1-(9-ethyl-6-morpholino-2-(4-phenyl-1H-pyrazol-1-yl)-9H-purin-8-yl)ethan-1-ol C(C)N1C2=NC(=NC(=C2N=C1C(C)O)N1CCOCC1)N1N=CC(=C1)C1=CC=CC=C1